2-(6-Chloro-benzothiazol-2-ylamino)-1-methyl-1H-benzoimidazole-5-carboxylic acid (2-oxo-2-pyrrolidin-1-yl-ethyl)-amide O=C(CNC(=O)C1=CC2=C(N(C(=N2)NC=2SC3=C(N2)C=CC(=C3)Cl)C)C=C1)N1CCCC1